1-(4-(4-(2-amino-4-(difluoromethyl)pyrimidin-5-yl)-6-morpholino-1,3,5-triazin-2-yl)piperazin-1-yl)oct-7-ene-1,6-dione NC1=NC=C(C(=N1)C(F)F)C1=NC(=NC(=N1)N1CCOCC1)N1CCN(CC1)C(CCCCC(C=C)=O)=O